2-bromopyrimidin-5-amine BrC1=NC=C(C=N1)N